COC(=O)C1=NC(=C(N=C1NC1=CC=C(C=C1)N1CCOCC1)C)C=1C2=C(C=NC1)N(C=N2)C.C2(CC1C(CC2)O1)CC[Si](C1=CC(=CC(=C1)[Si](C)(C)CCC1CC2C(CC1)O2)[Si](C)(C)CCC2CC1C(CC2)O1)(C)C 1,3,5-tris{[2-(3,4-epoxycyclohexyl)ethyl]dimethylsilyl}benzene Methyl-5-methyl-6-(3-methylimidazo[4,5-c]pyridin-7-yl)-3-(4-morpholinoanilino)pyrazine-2-carboxylate